CN(C1=C(C=C(C=C1)NC(=O)C1=CC=C(C=C1)C1=CC=C(C=C1)C(=O)NC1=CC(=C(C=C1)N(C)C)C(F)(F)F)C(F)(F)F)C N4,N4'-bis(4-(dimethylamino)-3-(trifluoromethyl)phenyl)-[1,1'-biphenyl]-4,4'-dicarboxamide